3-[beta-D-ribofuranosyl]-4-hydroxypyrazole [C@@H]1([C@H](O)[C@H](O)[C@H](O1)CO)C1=NNC=C1O